5-(3,5-dichlorophenyl)-1,3,4-thiadiazol-2-amine ClC=1C=C(C=C(C1)Cl)C1=NN=C(S1)N